OCCCCCCCCCCCCCC(=O)OCC 14-hydroxy-1-tetradecanoic acid, ethyl ester